4-[5-chloro-2-(4-methyl-1H-1,2,3-triazol-1-yl)phenyl]-6-methoxypyrimidine trifluoroacetate salt FC(C(=O)O)(F)F.ClC=1C=CC(=C(C1)C1=NC=NC(=C1)OC)N1N=NC(=C1)C